(S)-2-((tert-Butoxycarbonyl)amino)-3-(3,4-dichlorophenyl)propanoic acid C(C)(C)(C)OC(=O)N[C@H](C(=O)O)CC1=CC(=C(C=C1)Cl)Cl